[Li].FO fluoroalcohol lithium